N-(3,4-dichloro-1H-indol-7-yl)-3-fluoro-4-(piperazin-1-ylsulfonyl)benzenesulfonamide ClC1=CNC2=C(C=CC(=C12)Cl)NS(=O)(=O)C1=CC(=C(C=C1)S(=O)(=O)N1CCNCC1)F